S(=O)(=O)(O)O.CN1C=NC=C1 1-methylimidazole hydrogensulfate